FC1=C(C(=C(C(=C1Br)O)Br)F)C(=O)C1=C(N=C2N1C=C(C=N2)F)CC (2,6-difluoro-3,5-dibromo-4-hydroxyphenyl)(2-ethyl-6-fluoro-imidazo[1,2-a]pyrimidin-3-yl)methanone